methyl 2-(1-(4-(6-((4-cyano-2-fluorobenzyl)oxy)pyridin-2-yl)phenyl)cyclopropyl)-1-(2-methoxyethyl)-1H-benzo[d]imidazole-6-carboxylate C(#N)C1=CC(=C(COC2=CC=CC(=N2)C2=CC=C(C=C2)C2(CC2)C2=NC3=C(N2CCOC)C=C(C=C3)C(=O)OC)C=C1)F